CC=1C=C(C(=O)OC)C=CC1N1CC2=CC(=CC=C2CC1)C(F)(F)F methyl 3-methyl-4-[7-(trifluoromethyl)-1,2,3,4-tetrahydroisoquinolin-2-yl]benzoate